OCCCCCCCCC(=O)OCC 9-hydroxy-1-nonanoic acid, ethyl ester